tert-butyl (2S,4S)-4-(8-chloro-7-(3-chloro-2-methylphenyl)-6-fluoro-4-(3-oxomorpholino)-1H-[1,2,3]triazolo[4,5-c]quinolin-1-yl)-2-(cyanomethyl)piperidine-1-carboxylate ClC1=CC=2C3=C(C(=NC2C(=C1C1=C(C(=CC=C1)Cl)C)F)N1C(COCC1)=O)N=NN3[C@@H]3C[C@H](N(CC3)C(=O)OC(C)(C)C)CC#N